C([C@@H](O)C)(=O)O.C([C@@H](O)C)(=O)O L-lactic acid, L-lactate salt